2-chloro-5-[3-(trifluoromethyl)phenoxy]isonicotinamide ClC=1C=C(C(=O)N)C(=CN1)OC1=CC(=CC=C1)C(F)(F)F